1-(3-cyanophenyl)-N-(3-(3-cyclopropyl-1-methoxy-1-(pyridin-3-yl)propyl)phenyl)-3-(trifluoromethyl)-1H-pyrazole-5-carboxamide C(#N)C=1C=C(C=CC1)N1N=C(C=C1C(=O)NC1=CC(=CC=C1)C(CCC1CC1)(C=1C=NC=CC1)OC)C(F)(F)F